1-(2-((2S,4R)-4-fluoro-2-(6-(trifluoromethyl)benzo[d]isoxazol-3-ylcarbamoyl)pyrrolidin-1-yl)-2-oxoethyl)-5-(pyridazin-4-yl)-1H-indazole-3-carboxamide F[C@@H]1C[C@H](N(C1)C(CN1N=C(C2=CC(=CC=C12)C1=CN=NC=C1)C(=O)N)=O)C(NC1=NOC2=C1C=CC(=C2)C(F)(F)F)=O